(R)-1-ethynyl-N-(1-methylcyclopropyl)-4-((2-methylthiazol-5-yl)methyl)-5-oxo-1,2,4,5-tetra-hydroimidazo[1,2-a]quinazoline-7-sulfonamide C(#C)[C@@H]1CN=C2N1C1=CC=C(C=C1C(N2CC2=CN=C(S2)C)=O)S(=O)(=O)NC2(CC2)C